5-Hydroxydopamine hydrochloride Cl.OC=1C(=C(C=C(CCN)C1)O)O